CC=1C=CC=2NC3=CC=C(C=C3SC2C1)C 3,7-dimethyl-phenothiazine